1,3-dimethyl-5-[2-tetrahydrofuran-2-yl-3-[2-(trifluoromethoxy)ethyl]benzimidazol-5-yl]pyridin-2-one CN1C(C(=CC(=C1)C1=CC2=C(N=C(N2CCOC(F)(F)F)C2OCCC2)C=C1)C)=O